Cl.CCCCC(CC)=O heptan-5-one hydrochloride